ON1C(OC(C1O)O)C(=O)O 3,4,5-trihydroxyoxazolidine-2-carboxylic acid